FC(C1(CC(C1)C1=NC(=NO1)C=1C=CC(=C(C1)NC(=O)C1=CN=C2N1C=CC=C2)C)O)F N-(5-(5-(3-(difluoromethyl)-3-hydroxycyclobutyl)-1,2,4-oxadiazol-3-yl)-2-methylphenyl)imidazo[1,2-a]pyridine-3-carboxamide